NCC=1C=C(C=CC1)C=1C=CC2=C(C(=C(O2)C(C)(C)C)COC2=C(C=CC(=C2)F)CC(=O)O)C1 2-(2-((5-(3-(aminomethyl)phenyl)-2-(tert-butyl)benzofuran-3-yl)methoxy)-4-fluorophenyl)acetic acid